N-[2-[1-[2-[4-[4-[(2,4-dioxohexahydropyrimidin-1-yl)methyl]phenyl]-1-piperidyl]ethyl]-4-piperidyl]-7-isopropoxy-imidazo[1,2-a]pyridin-6-yl]-6-(trifluoromethyl)pyridine-2-carboxamide O=C1N(CCC(N1)=O)CC1=CC=C(C=C1)C1CCN(CC1)CCN1CCC(CC1)C=1N=C2N(C=C(C(=C2)OC(C)C)NC(=O)C2=NC(=CC=C2)C(F)(F)F)C1